ClC=1C=CC2=C(CCC=3C(=NC=CC3)C2)C1 8-chloro-5,6-dihydro-11H-benzo-[5,6]cyclohepta[1,2-b]pyridin